OC[C@H]1[C@@H](COC1)NC(OC(C)(C)C)=O tert-butyl ((3S,4R)-4-(hydroxymethyl)tetrahydrofuran-3-yl)carbamate